1-[(1R,3R,4R,7S)-1-[[bis(4-methoxyphenyl)-phenyl-methoxy]methyl]-7-hydroxy-5-(3-methyl-1,2,4-thiadiazol-5-yl)-2-oxa-5-azabicyclo[2.2.1]heptan-3-yl]-5-methyl-pyrimidine-2,4-dione COC1=CC=C(C=C1)C(OC[C@]12O[C@H]([C@H](N(C1)C1=NC(=NS1)C)[C@@H]2O)N2C(NC(C(=C2)C)=O)=O)(C2=CC=CC=C2)C2=CC=C(C=C2)OC